5-chloro-7-[(3-{8-ethyl-2-[(1-methylpiperidin-4-yl)amino]quinazolin-6-yl}-2,4-difluorophenyl)sulfamoyl]-2,3-dihydro-1-benzofuran-3-yl acetate C(C)(=O)OC1COC2=C1C=C(C=C2S(NC2=C(C(=C(C=C2)F)C=2C=C1C=NC(=NC1=C(C2)CC)NC2CCN(CC2)C)F)(=O)=O)Cl